N-benzyl-caprolactam C(C1=CC=CC=C1)N1C(CCCCC1)=O